2-(diphenylphosphino)styrene C1(=CC=CC=C1)P(C1=C(C=C)C=CC=C1)C1=CC=CC=C1